FC1=CC=C(C=C1)C=1N=C(C=2OCCNC2N1)NCCC1=CNC2=CC=CC=C12 2-(4-fluorophenyl)-N-[2-(1H-indol-3-yl)ethyl]-7,8-dihydro-6H-pyrimido[5,4-b][1,4]oxazin-4-amine